O=C1NC(CCC1N1C(C2=CC=CC(=C2C1=O)NCCOCCOCC(=O)O)=O)=O 2-(2-(2-((2-(2,6-dioxopiperidin-3-yl)-1,3-Dioxoisoindolin-4-yl)amino)ethoxy)ethoxy)acetic acid